C1CC12CN(C2)C2=NC=C(C=N2)C(C)N2N=CC(=C2)NC(=O)C2=NC(=CN=C2)C2=C(C(=CC=C2C(F)F)Cl)F N-(1-(1-(2-(5-Azaspiro[2.3]hexan-5-yl)pyrimidin-5-yl)ethyl)-1H-pyrazol-4-yl)-6-(3-chloro-6-(difluoromethyl)-2-fluorophenyl)pyrazine-2-carboxamide